(4-chloro-3-(trifluoromethyl)phenyl)-2-(4-(6-(1-methyl-1H-pyrazol-4-yl)-4-(pyrazin-2-yl)pyrazolo[1,5-a]pyridin-3-yl)phenyl)acetamide ClC1=C(C=C(C=C1)C(C(=O)N)C1=CC=C(C=C1)C=1C=NN2C1C(=CC(=C2)C=2C=NN(C2)C)C2=NC=CN=C2)C(F)(F)F